C(CCCCCCCCC)C=1C(=C(C(C(=O)[O-])=CC1)C(=O)[O-])CCCCCCCC(C)C n-Decyl(isodecyl)phthalat